(4-nitrobenzoyl)oxyammonium trifluoromethanesulfonate FC(S(=O)(=O)[O-])(F)F.[N+](=O)([O-])C1=CC=C(C(=O)O[NH3+])C=C1